C(C)(C)(C)OC(=O)N1CCN(CC1)CCOC1=C(C=C(C=C1)[N+](=O)[O-])C(C)(F)F 4-(2-(2-(1,1-Difluoroethyl)-4-nitrophenoxy)ethyl)piperazine-1-carboxylic acid tert-butyl ester